5-cyclopropyl-2-(3-ethylsulfanyl-5-hydroxy-2-pyridyl)-3-methyl-6-(trifluoromethyl)imidazo[4,5-c]pyridin-4-one C1(CC1)N1C(C2=C(C=C1C(F)(F)F)N=C(N2C)C2=NC=C(C=C2SCC)O)=O